N1(CCC1)C=1C=C2C(=CN(C(C2=CN1)=O)C)C1=CC(=C(C(=C1)OC)CN1CCC(CC1)C1=CC=C2CN(C(C2=C1)=O)C1C(NC(CC1)=O)=O)OC 3-[6-[1-([4-[6-(azetidin-1-yl)-2-methyl-1-oxo-2,7-naphthyridin-4-yl]-2,6-dimethoxyphenyl]methyl)piperidin-4-yl]-1-oxo-3H-isoindol-2-yl]piperidine-2,6-dione